C(COCCOCCS)S 3,6-dioxaoctane-1,8-dithiol